CN1N=NC=C1C(=O)OC methyl 1-methyl-1,2,3-triazole-5-carboxylate